NC1=NN2C(C=C(C=C2)C=2C(=NC=C(C(=O)NCC3=C(C=CC(=C3)F)OC3CCCC3)C2)OC)=N1 5-(2-amino-[1,2,4]triazolo[1,5-a]pyridin-7-yl)-N-(2-(cyclopentyloxy)-5-fluorobenzyl)-6-methoxynicotinamide